6-(cyclopropylmethoxy)-2-((1r,4r)-4-((1-(2,4-dimethoxybenzyl)azetidin-3-yl)oxy)cyclohexyl)-5-nitro-2H-indazole C1(CC1)COC=1C(=CC2=CN(N=C2C1)C1CCC(CC1)OC1CN(C1)CC1=C(C=C(C=C1)OC)OC)[N+](=O)[O-]